oxetan-3-yl 2-(3-(3-acrylamido-4-methylphenyl)-2-(4-(4-methylpiperazin-1-yl)phenyl)-1H-pyrrolo[2,3-b]pyridin-5-yl)acetate C(C=C)(=O)NC=1C=C(C=CC1C)C1=C(NC2=NC=C(C=C21)CC(=O)OC2COC2)C2=CC=C(C=C2)N2CCN(CC2)C